OCC=1C=C(C=CC1)NC1C(NC(CC1)=O)=O 3-((3-(hydroxymethyl)phenyl)amino)piperidine-2,6-dione